NC(C(=O)OC)CCCCCCCCCC methyl aminolaurate